(bromomethyl)isoquinoline BrCC1=NC=CC2=CC=CC=C12